OC(=CC(C1=CC=2C(CCC(C2C=C1O)(C)C)(C)C)=O)C1=CC=C(C(=O)O)C=C1 4-[1-hydroxy-3-oxo-3-(5,6,7,8-tetrahydro-3-hydroxy-5,5,8,8-tetramethyl-2-naphthalenyl)-1-propenyl]benzoic acid